2-[(2-nitrophenyl)dithio]-1-phenylethyl carbamate C(N)(OC(CSSC1=C(C=CC=C1)[N+](=O)[O-])C1=CC=CC=C1)=O